phenanthren-4-one C1=CCC(C=2C3=CC=CC=C3C=CC12)=O